3-(3-(cyclopropylmethyl)-7-((4-(dimethylamino)cyclohexyl)amino)thieno[2,3-c]pyridin-2-yl)prop-2-yn C1(CC1)CC1=C(SC2=C(N=CC=C21)NC2CCC(CC2)N(C)C)C#CC